nonadecylic acid amide C(CCCCCCCCCCCCCCCCCC)(=O)N